(3R,7S)-2-(3,4-Dichlorobenzoyl)-7-(hydroxymethyl)-3-methyl-9-(1-(5-(trifluoromethyl)pyrazin-2-yl)ethyl)-1,2,3,4,8,9-hexahydropyrido[4',3':3,4]pyrazolo[1,5-a]pyrazin-10(7H)-one ClC=1C=C(C(=O)N2CC=3C(=NN4C3C(N(C[C@H]4CO)C(C)C4=NC=C(N=C4)C(F)(F)F)=O)C[C@H]2C)C=CC1Cl